methyl 2'-methoxy-4'-amino-[1,1'-biphenyl]-4-carboxylate COC1=C(C=CC(=C1)N)C1=CC=C(C=C1)C(=O)OC